[Cl-].C[N+](CCC[Si](OC)(OC)OC)(CCCCCCCCCCCCCCCCCC)C Dimethyloctadecyl[3-(trimethoxysilyl)propyl]ammonium chloride